C1(CCCCC1)C1=NOC=C1 3-cyclohexylisoxazol